1-(3-chloro-4-(trifluoromethyl)phenyl)-3-(3-(3-methylquinoxaline-6-carbonyl)phenyl)urea ClC=1C=C(C=CC1C(F)(F)F)NC(=O)NC1=CC(=CC=C1)C(=O)C=1C=C2N=C(C=NC2=CC1)C